ClC1=NC(=NC=C1F)C1=NN(C(=C1)C#N)CC1=C(C=CC=C1)F 3-(4-chloro-5-fluoropyrimidin-2-yl)-1-(2-fluorobenzyl)-1H-pyrazole-5-carbonitrile